3,7-diketocholanic acid O=C1CC2CC([C@H]3[C@@H]4CC[C@H]([C@@H](CCC(=O)O)C)[C@]4(CC[C@@H]3[C@]2(CC1)C)C)=O